C1N(CCC2=CC=CC=C12)CC(CN1C(C2=C(CCC1)C=C(C=C2)OC(F)(F)F)=O)O 2-[3-(3,4-dihydro-1H-isoquinolin-2-yl)-2-hydroxy-propyl]-7-(trifluoromethoxy)-4,5-dihydro-3H-2-benzazepin-1-one